N1CCC(CC1)C(=O)O.O=CCCC(=O)N 4-oxobutanamide piperidine-4-carboxylate